2,6-bis[(t-butoxycarbonyl)oxy]-3-vinylbenzoic acid tert-butyl ester C(C)(C)(C)OC(C1=C(C(=CC=C1OC(=O)OC(C)(C)C)C=C)OC(=O)OC(C)(C)C)=O